NC1=NC=CC=C1C1=NC=2C(=NC(=CC2)C2=CC=CC=C2)N1C1=CC=C(CN2CCC(CC2)OC2=C(C#N)C=CC=N2)C=C1 2-((1-(4-(2-(2-Aminopyridin-3-yl)-5-phenyl-3H-imidazo[4,5-b]pyridin-3-yl)benzyl)piperidin-4-yl)oxy)nicotinonitrile